ClC=1C(=C(C(=CC1)C1=C2C(=C(N=N1)NC1CC(C1)(C)O)C=NC=C2)O)F 3-chloro-2-fluoro-6-(4-((3-hydroxy-3-methylcyclobutyl)amino)pyrido[3,4-d]pyridazin-1-yl)phenol